CN(C(OC1=C(C=C(C(=C1)S)C)C)=O)C 5-mercapto-2,4-dimethylphenyl dimethylcarbamate